NC=1N=C(SC1C(C1=CC=C(C=C1)OCC(=O)N1CCC(CC1)N(C)C)=O)N(C1=CC=C(C=C1)F)C(C(=O)N)C (N-[4-Amino-5-[4-[2-[4-(dimethylamino)-1-piperidyl]-2-oxoethoxy]benzoyl]thiazol-2-yl]-4-fluoroanilino)propanamid